C(C)OC(=O)C=1NC=CC1NCCOC1C(C1)(F)F 3-((2-(2,2-difluorocyclopropyloxy)ethyl)amino)-1H-pyrrole-2-carboxylic acid ethyl ester